FC1=C(C=CC(=C1)F)C1=CC2=C(N(C(N2)=O)[C@H](CS(=O)(=O)C)C2=NC(=C(C=C2)OC)OCC)C=C1 (S)-5-(2,4-difluorophenyl)-1-(1-(6-ethoxy-5-methoxypyridin-2-yl)-2-(methylsulfonyl)ethyl)-1H-benzo[d]imidazol-2(3H)-one